C(C)N(CC)C(CCC)O N,N-di-ethylaminobutanol